OC[C@H]1CN([C@H](CO1)C(C)C)C(=O)OC(C)(C)C tert-butyl (2R,5S)-2-(hydroxymethyl)-5-(propan-2-yl)morpholine-4-carboxylate